alpha-ketopropionic acid sodium salt [Na+].O=C(C(=O)[O-])C